FC=1C=C(C=CC1N1CCN(CC1)C)NC=1N=C(C2=C(N1)SC=C2C)NC2=CC=CC(=N2)C(C)(C)O 2-(6-((2-((3-fluoro-4-(4-methylpiperazin-1-yl)phenyl)amino)-5-methylthieno[2,3-d]pyrimidine-4-yl)amino)pyridin-2-yl)propan-2-ol